C(C)(C)(C)C1=NC(=NO1)C(=O)NCC1C(CN(CC1)C=1C=2N(C=C(N1)C=1C=NN(C1)C)N=CC2)C 5-(tert-butyl)-N-((3-methyl-1-(6-(1-methyl-1H-pyrazol-4-yl)pyrazolo[1,5-a]pyrazin-4-yl)piperidin-4-yl)methyl)-1,2,4-oxadiazole-3-carboxamide